C(C)(C)(C)OC(NC1=NC(=CC(=C1)Br)CN(C)C)=O (4-bromo-6-((dimethylamino)methyl)pyridin-2-yl)carbamic acid tert-butyl ester